FC1=CC=CC=2C(=N[C@@H](C(NC21)=O)NC(=O)C2=C(N=C1N2N=C(C=C1)C)C=1C=NC=CC1)C1=CC=CC=C1 N-[(3S)-9-fluoro-2-oxo-5-phenyl-1,3-dihydro-1,4-benzo-diazepin-3-yl]-6-methyl-2-pyridin-3-ylimidazo[1,2-b]-pyridazine-3-carboxamide